(3S,4S)-3-[(4-Fluorophenoxy)methyl]-4-methyl-2-[6-methyl-3-(2H-1,2,3-triazol-2-yl)pyridin-2-carbonyl]-2-azabicyclo[3.1.1]heptan FC1=CC=C(OC[C@H]2N(C3CC([C@@H]2C)C3)C(=O)C3=NC(=CC=C3N3N=CC=N3)C)C=C1